CC1(N(CC1)C1CN(CC1)C1=CC=C(C=C1)N1C=NC(=C1)NC=1N=CC(=NC1)C#N)C 5-((1-(4-(3-(2,2-Dimethylazetidin-1-yl)pyrrolidin-1-yl)phenyl)-1H-imidazol-4-yl)amino)pyrazine-2-carbonitrile